BrC1=C(C=C(C(=C1)F)C)F 1-bromo-2,5-difluoro-4-methyl-benzene